C1(CCCCC1)C(=[Hf](C1=C(C=CC=2C3=CC=C(C=C3CC12)C(C)(C)C)C(C)(C)C)C1C=CC=C1)C1=CC=CC=C1 (cyclohexyl)(phenyl)methylene(cyclopentadienyl)(2,7-di-tert-butylfluorenyl)hafnium